8-(4-chlorobenzyl)-8-azabicyclo[3.2.1]octan-3-amine ClC1=CC=C(CN2C3CC(CC2CC3)N)C=C1